4-chloro-6-(1H-imidazol-1-yl)-N-((1r,4r)-4-(2-methoxyethoxy)cyclohexyl)-pyridinecarboxamide ClC1=CC(=NC(=C1)N1C=NC=C1)C(=O)NC1CCC(CC1)OCCOC